CC(C)N(CCO)C(C)C diisopropylethanolamine